4-fluoro-3-(2-{[1-(3-methoxy(2-pyridyl))-isopropyl]amino}pyrimidin-5-yl)benzamide FC1=C(C=C(C(=O)N)C=C1)C=1C=NC(=NC1)NC(C)(C)C1=NC=CC=C1OC